CC(/C=C/CCCCC(=O)NCC1=CC(OC)=C(O)C=C1)C 8-methyl-N-vanillyl-trans-6-nonenamide